C1(CC1)NC(=O)NC=1C=NN2C1N=C(C=C2NC)NC2=CC(=CC=1OCCOC12)OC 1-cyclopropyl-3-(5-((7-methoxy-2,3-dihydrobenzo[b][1,4]dioxin-5-yl)amino)-7-(methylamino)pyrazolo[1,5-a]pyrimidin-3-yl)urea